O=C1C2=C(C=NN1)N=C(N=C2NC2=CC=C(C=C2)C2CCC1(CC1)CC2)N2CCCCC2 6-(4-((5-Oxo-2-(piperidin-1-yl)-5,6-dihydropyrimido[4,5-d]pyridazin-4-yl)amino)phenyl)spiro[2.5]octan